C(C=C)N1C=2N(C3=C(C1=O)C=NC(=N3)NC3=CC=C(C=C3)N3CCN(CC3)C)C=CN2 6-allyl-2-{[4-(4-methylpiperazin-1-yl)phenyl]amino}imidazo[1,2-a]pyrimido[5,4-e]pyrimidin-5(6H)-one